(3s,5s)-3-aminomethyl-5,6-dimethyl-heptanoic acid NC[C@H](CC(=O)O)C[C@@H](C(C)C)C